C1(CC1)OC1=C(C(NC(N1)=O)=O)C1=CC=CC=C1 Cyclopropyloxyphenyl-uracile